CN(C(COC=1C=C2CN(CC2=CC1)C(=O)OC(C)(C)C)C)C tert-butyl 5-(2-(dimethylamino)propoxy)isoindoline-2-carboxylate